[Ru+2].C1=CCCC=CCC1 (1,5-cyclooctadiene) ruthenium (II)